2-methyl-5-(2-phenyl-imidazol-1-yl)-pyrimidine CC1=NC=C(C=N1)N1C(=NC=C1)C1=CC=CC=C1